C(C1=C(C(=CC(=C1)CC)C(C)(C)C)O)C1=C(C(=CC(=C1)CC)C(C)(C)C)O 2,2'-methylenebis-(6-tert-butyl-4-ethylphenol)